C(C)(C)(C)OC(=O)N1[C@H](C[C@@H](CC1)C(F)(F)F)C1=NC=CC=C1C=O |r| rac-(2r,4r)-2-(3-formylpyridin-2-yl)-4-(trifluoromethyl)piperidine-1-carboxylic acid tert-butyl ester